OC1CN(C1)C1=NC=C(C(=N1)NC1=NNC2=CC(=CC=C12)[C@@H]1C[C@@]12C(NC1=CC=C(C=C21)OC)=O)OC (1R,2S)-2-(3-{[2-(3-hydroxyazetidin-1-yl)-5-methoxypyrimidin-4-yl]amino}-1H-indazol-6-yl)-5'-methoxy-1'H-spiro[cyclopropan-1,3'-indol]-2'-one